5-[(3S)-3-aminopyrrolidine-1-carbonyl]-2-[2-fluoro-4-[(1-hydroxycyclopropyl)methyl]phenyl]benzonitrile N[C@@H]1CN(CC1)C(=O)C=1C=CC(=C(C#N)C1)C1=C(C=C(C=C1)CC1(CC1)O)F